FC1=C2C(N(C1)C(=O)O)=CC=N2.COC2=NC(=NC(=N2)C(Br)(Br)Br)C(Br)(Br)Br 2-methoxy-4,6-bis(tribromomethyl)s-triazine 3-fluoropyrrolo[3,2-b]Pyrrole-1(2H)-carboxylate